C(C)(C)C=1C=CC(=NC1)O[C@@H]1[C@@H](CN(CC1)C1=CC(N(C=2C=CC(=NC12)C#N)C)=O)C 8-((3R,4S)-4-((5-Isopropylpyridin-2-yl)oxy)-3-methylpiperidin-1-yl)-5-methyl-6-oxo-5,6-dihydro-1,5-naphthyridin-2-carbonitril